3-fluoro-5-((4-(methylsulfonyl)phenyl)amino)benzonitrile FC=1C=C(C#N)C=C(C1)NC1=CC=C(C=C1)S(=O)(=O)C